C(C)(C)C1CCC(CC1)N1CCC(CC1)N1C(C(C2=CC=CC=C12)CC#N)=O 2-(1-(1-((1s,4s)-4-isopropylcyclohexyl)piperidin-4-yl)-2-oxoindolin-3-yl)acetonitrile